OC(C(C)O)OCCCOC(CN(C)C)=O 1,2-dihydroxypropoxy-3-(dimethylamino)acetoxypropane